3,5-bis(3-amino-5-pyridyloxy)pyridine NC=1C=NC=C(C1)OC=1C=NC=C(C1)OC=1C=C(C=NC1)N